FC=1C(=C(C=C(C1)CC(C)C)N1CC(N(CC1)CC=1N=NC=CC1)C)C=1N=NNN1 3-[[4-[3-fluoro-5-isobutyl-2-(2H-tetrazol-5-yl)phenyl]-2-methyl-piperazin-1-yl]methyl]pyridazine